C(C)(C)(C)OC(=O)N1C=C(C2=CC=CC=C12)CCNC(=O)OC(C)(C)C 3-(2-((tert-butoxycarbonyl)amino)ethyl)-1H-indole-1-carboxylic acid tert-butyl ester